(2R)-N-[4-(3'-anilino-4'-oxo-1',4',5',7'-tetrahydrospiro[cyclopropane-1,6'-pyrrolo[3,2-c]pyridin]-2'-yl)pyridin-2-yl]-4,4-difluoro-2-(4-fluorophenyl)butanamide N(C1=CC=CC=C1)C1=C(NC2=C1C(NC1(C2)CC1)=O)C1=CC(=NC=C1)NC([C@H](CC(F)F)C1=CC=C(C=C1)F)=O